ClC=1C=C(C=CC(=O)NC(=N)N)C=CC1 (3-Chlorocinnamoyl)guanidine